ClC1=C(C=C(C=C1)C1CCN(CC1)C1=C(C=C(C=C1)CC(=O)OCC)F)C Ethyl 2-(4-(4-(4-chloro-3-methylphenyl)piperidin-1-yl)-3-fluorophenyl)acetate